N1=CC=CC=2C=CNC(C12)=O 1,7-naphthyridin-8(7H)-one